tert-butyl (S)-(1-(2-chloro-5-(2-(1-methylpiperidin-4-yl)thiazol-5-yl)pyridin-4-yl)piperidin-3-yl)carbamate ClC1=NC=C(C(=C1)N1C[C@H](CCC1)NC(OC(C)(C)C)=O)C1=CN=C(S1)C1CCN(CC1)C